[Li].CC1([C@H]2CN[C@@H]([C@@H]12)C(=O)O)C (1R,2S,5S)-6,6-dimethyl-3-azabicyclo[3.1.0]hexane-2-carboxylic acid lithium